N-(2-((tert-butyldimethylsilyl)oxy)ethyl)-7-chloro-8-fluoro-2-(((2R,7aS)-2-fluorotetrahydro-1H-pyrrolizin-7a(5H)-yl)methoxy)-5-isopropoxypyrido[4,3-d]pyrimidin-4-amine [Si](C)(C)(C(C)(C)C)OCCNC=1C2=C(N=C(N1)OC[C@]13CCCN3C[C@@H](C1)F)C(=C(N=C2OC(C)C)Cl)F